COC([C@@H](NSP(OC1=CC=CC=C1)Cl)C)=O (chloro(phenoxy)phosphinothio)-L-alanine methyl ester